2-mercapto-6-methylpyrimidin-4-ol SC1=NC(=CC(=N1)O)C